C(CC)N1C=2N(C3=C(C1=O)OC1=C3C=CC=C1)C(NN2)=S 4-propyl-1-thioxo-1,2-dihydrobenzofuro[2,3-e][1,2,4]triazolo[4,3-a]pyrimidin-5(4H)-one